chloro(crotyl)(2-dicyclohexylphosphino-2',4',6'-triisopropyl-1,1'-biphenyl) palladium(II) [Pd+2].ClC1=C(C(=C(C=C1)C1=C(C=C(C=C1C(C)C)C(C)C)C(C)C)P(C1CCCCC1)C1CCCCC1)CC=CC